1,5-dioxaspiro{5.5}undecane O1CCCOC12CCCCC2